1-[4-[(4-methylpiperazin-1-yl)methyldiethoxysilyl]phenyl]-1-phenylethylene CN1CCN(CC1)C[Si](C1=CC=C(C=C1)C(=C)C1=CC=CC=C1)(OCC)OCC